4-chloro-N-[(2R,6S)-2,6-dimethylpiperidin-1-yl]-3-sulfamoylbenzamide ClC1=C(C=C(C(=O)NN2[C@@H](CCC[C@@H]2C)C)C=C1)S(N)(=O)=O